C(C)(C)(C)OC(=O)N1C(C(CCC1)O)C(CCNC1=NC=2N(C(=C1)N(CC1=CC(=CC=C1)[N+](=O)[O-])C(=O)OC(C)(C)C)N=CC2C(C)C)(C)C (((7-((tert-butoxycarbonyl)(3-nitrobenzyl)amino)-3-isopropylpyrazolo[1,5-a]pyrimidin-5-yl)amino)methyltert-butyl)-3-hydroxypiperidine-1-carboxylic acid tert-butyl ester